O=C(C(=O)OCC)N1[C@H](CC[C@@H](C1)C)C=1C=C2C=NN(C2=CC1)CC |r| ethyl 2-oxo-2-[rac-(2R,5S)-2-(1-ethylindazol-5-yl)-5-methyl-1-piperidyl]acetate